3-(bromomethyl)-3-methylpiperidine-1-carboxylic acid tert-butyl ester C(C)(C)(C)OC(=O)N1CC(CCC1)(C)CBr